N[C@@H]1CC(N(C1)C1=CC=C(C=C1)S(=O)(=O)N1CCN(CC1)C1=NC(=CC(=C1)C([C@@H]1CC[C@H](CC1)C(=O)N[C@H]1CNC[C@@H]1C)(F)F)Cl)=O Trans-4-[[2-[4-[4-[(4R)-4-amino-2-oxo-pyrrolidin-1-yl]phenyl]sulfonylpiperazin-1-yl]-6-chloro-4-pyridinyl]-difluoro-methyl]-N-[(3R,4s)-4-methylpyrrolidin-3-yl]cyclohexanecarboxamide